1,1,1,3,3,3-hexafluoro-propan-2-yl (±)-1-((5-chloropyridin-3-yl)carbamoyl)-6-azaspiro[2.5]octane-6-carboxylate ClC=1C=C(C=NC1)NC(=O)[C@@H]1CC12CCN(CC2)C(=O)OC(C(F)(F)F)C(F)(F)F |r|